FC=1C(=CC(=NC1)OC)C1=CC(=NN1)C(=O)N1C2(CC2)C[C@H](CC1)CNC(=O)C1C[C@H](N[C@H](C1)C)C (2R,4r,6S)-N-{[(7S)-4-[5-(5-fluoro-2-methoxypyridin-4-yl)-1H-pyrazole-3-carbonyl]-4-azaspiro[2.5]octan-7-yl]methyl}-2,6-dimethylpiperidine-4-carboxamide